cyclohexyl(5,5-dimethyl-8-(4-morpholinopiperidin-1-yl)-1,3,4,5-tetrahydro-2H-benzo[c]azepin-2-yl)methanone C1(CCCCC1)C(=O)N1CC2=C(C(CC1)(C)C)C=CC(=C2)N2CCC(CC2)N2CCOCC2